2,2'-Oxodiacetic acid O(CC(=O)O)CC(=O)O